N-(3-chloro-5-cyclopentylpyridin-2-yl)-2-[(1-methyl-1H-1,2,3,4-tetrazol-5-yl)sulfanyl]-5-nitrobenzamide ClC=1C(=NC=C(C1)C1CCCC1)NC(C1=C(C=CC(=C1)[N+](=O)[O-])SC1=NN=NN1C)=O